C1(=CC(=CC=C1)C[C@@H]1N(CCC[C@@H]1NS(=O)(=O)C)C(=O)NCC)C1=CC=CC=C1 cis-2-(biphenyl-3-ylmethyl)-N-ethyl-3-((methylsulfonyl)amino)piperidine-1-carboxamide